COC(NC1=NC=CC(=C1)C=1C=NC(=C(C1)C#N)OC[C@@](CC(C)C)(C)N)=O (S)-(6-((2-amino-2,4-dimethylpentyl)oxy)-5-cyano-[3,4'-bipyridyl]-2'-yl)carbamic acid methyl ester